(S)-5-amino-3-(2-(4-(5-((2,2-dimethyl-1,3-dioxolan-4-yl)methoxy)-2,4-difluorophenyl)piperazin-1-yl)ethyl)-8-(furan-2-yl)thiazolo[5,4-e][1,2,4]triazolo[1,5-c]pyrimidin-2(3H)-one NC1=NC2=C(C=3N1N=C(N3)C=3OC=CC3)SC(N2CCN2CCN(CC2)C2=C(C=C(C(=C2)OC[C@@H]2OC(OC2)(C)C)F)F)=O